2,5-dimethylphenyl (4-(4-hydroxyphenyl)butan-2-yl)carbamate OC1=CC=C(C=C1)CCC(C)NC(OC1=C(C=CC(=C1)C)C)=O